NC1=C2C(=NC=N1)N(N=C2C2=CC(=C(C=C2)OC(F)(F)F)F)C(C)C=2OC1=CC=CC(=C1C(C2C2=CC(=CC=C2)F)=O)F 2-(1-(4-amino-3-(3-fluoro-4-(trifluoromethoxy)phenyl)-1H-pyrazolo[3,4-d]pyrimidin-1-yl)ethyl)-5-fluoro-3-(3-fluorophenyl)-4H-chromen-4-one